BrC1=CC=C(C2=C1N=CO2)NC(=O)NC2=NOC(=C2)C2(CC2)C(F)(F)F 1-(4-bromobenzo[d]oxazol-7-yl)-3-(5-(1-(trifluoromethyl)cyclopropyl)isoxazol-3-yl)urea